5-(4-fluorophenyl)isothiazol FC1=CC=C(C=C1)C1=CC=NS1